N1CC(C1)N1C=C(C(C(=C1)C1=CC=C(C=C1)F)=O)C(=O)NC1=CC(=C(C=C1)OC1=CC=NC2=CC(=C(N=C12)OC)OC)F 1-(azetidin-3-yl)-N-[4-[(6,7-dimethoxy-1,5-naphthyridin-4-yl)oxy]-3-fluorophenyl]-5-(4-fluorophenyl)-4-oxopyridine-3-carboxamide